C(C)(=O)C1=NN(C2=CC=C(C=C12)C=1C=NC(=NC1)S(=O)(=N)C)CC(=O)N1[C@@H](C[C@H](C1)F)C(=O)NC1=NC(=CC=C1)Br (2S,4R)-1-(2-(3-acetyl-5-(2-(S-methylsulfonimidoyl)pyrimidin-5-yl)-1H-indazol-1-yl)acetyl)-N-(6-bromopyridin-2-yl)-4-fluoropyrrolidine-2-carboxamide